ClC=1C=NN(C(C1Cl)=O)CC(CC=1C=C(C=CC1)S(=O)(=O)N(C)C)O 3-[3-(4,5-dichloro-6-oxo-pyridazin-1-yl)-2-hydroxy-propyl]-N,N-dimethyl-benzenesulfonamide